CNS(=O)(=O)C1=CC=C(C=C1)NC1=NC=C(C(=N1)N1N=CC(=C1)C1=CC(CC1)=O)C(F)(F)F N-methyl-4-[[4-[4-(3-oxocyclopenten-1-yl)pyrazol-1-yl]-5-(trifluoromethyl)pyrimidin-2-yl]amino]benzenesulfonamide